ClC=1C(=C(C=CC1F)[C@H](NC(=O)[C@H]1NC(NC1)=O)C1=CN=C(S1)OCC(F)(F)F)F (S)-N-((S)-(3-chloro-2,4-difluorophenyl)(2-(2,2,2-trifluoroethoxy)thiazol-5-yl)-methyl)-2-oxoimidazolidine-4-carboxamide